(6-(hydroxycarbamoyl)pyridin-3-yl)-1-(2-(4-methoxyphenoxy)ethyl)-2-methyl-1H-indole-3-carboxamide ONC(=O)C1=CC=C(C=N1)C1=C2C(=C(N(C2=CC=C1)CCOC1=CC=C(C=C1)OC)C)C(=O)N